2H-indazol-3-ol hydrochloride Cl.N=1NC(=C2C=CC=CC12)O